N-((3S,4R)-1-ethyl-4-(2-(trifluoromethyl)phenyl)pyrrolidin-3-yl)-3-(2-methylpyridin-4-yl)-1H-pyrazolo[3,4-b]pyridine-5-amide C(C)N1C[C@H]([C@@H](C1)C1=C(C=CC=C1)C(F)(F)F)NC(=O)C=1C=C2C(=NC1)NN=C2C2=CC(=NC=C2)C